2',5'-dihydroxy-acetophenone OC1=C(C=C(C=C1)O)C(C)=O